4-acetamidophenyldiphenylsulfonium tetrakis(pentafluorobenzyl)borate FC1=C(C(=C(C(=C1C[B-](CC1=C(C(=C(C(=C1F)F)F)F)F)(CC1=C(C(=C(C(=C1F)F)F)F)F)CC1=C(C(=C(C(=C1F)F)F)F)F)F)F)F)F.C(C)(=O)NC1=CC=C(C=C1)[S+](C1=CC=CC=C1)C1=CC=CC=C1